N5,N5-dimethylpyridine-2,5-diamine C[C@H]1C=C(C(=O)[C@H](O1)N2C=NC3=C2C(=O)N(C(=O)N3C)C)OC(=O)C